chloro-2-(3,4-dimethoxyphenyl)-3,7-dimethyl-3H-imidazo[4,5-b]pyridine ClC1=CC(=C2C(=N1)N(C(=N2)C2=CC(=C(C=C2)OC)OC)C)C